FC=1C(=NC=C(C1)O)CC(=O)O 2-(3-fluoro-5-hydroxypyridin-2-yl)acetic acid